C(CC)SC1=NN=C(S1)C=1C(=C(C(=O)N)C=CC1)C(F)(F)F (5-(propylthio)-1,3,4-thiadiazole-2-yl)-2-(trifluoromethyl)benzamide